OCC=1C=CC(=NC1)N1CC2N(C(C1)=O)CCC2 2-[5-(hydroxymethyl)pyridin-2-yl]-hexahydropyrrolo[1,2-a]Pyrazin-4-one